S1C=C(C2=C1CCCC2)C#N 4,5,6,7-tetrahydro-1-benzo-thiophene-3-carbonitrile